C=C(CO)CC 2-methylenebutane-1-ol